C(C1=CC=CC=C1)[C@]1(N(CCCC1)C(=O)N)C1=NC(=C2N1C=CN=C2C)C2=CC=C(C=C2)OC2=C(C(=CC=C2)OC)F (S)-benzyl-2-(1-(4-(2-fluoro-3-methoxyphenoxy)phenyl)-8-methylimidazo[1,5-a]pyrazin-3-yl)piperidine-1-amide